C(#N)C1=C(C=CC2=C1SC(=C2)C=2SC(=C(N2)C)C(=O)OCC)OC(C)C ethyl 2-(7-cyano-6-isopropoxybenzo[b]thiophen-2-yl)-4-methylthiazole-5-carboxylate